6-(2-hydroxypropan-2-yl)-N-(4-methoxycyclohexyl)-2-(1-methyl-1H-imidazol-5-yl)pyrimidine-4-carboxamide OC(C)(C)C1=CC(=NC(=N1)C1=CN=CN1C)C(=O)NC1CCC(CC1)OC